(tridecyl)isopropylidenebisphenol diphosphite OP(O)OP(O)O.C(CCCCCCCCCCCC)C=1C(=C(C=CC1)O)C(C)(C)C1=C(C=CC=C1)O